(1R,5R)-N-(4-(3-(2-fluorophenyl)-1-methyl-1H-pyrazol-4-yl)-7-methoxyquinazolin-6-yl)-3-oxabicyclo[3.1.0]hexane-1-carboxamide FC1=C(C=CC=C1)C1=NN(C=C1C1=NC=NC2=CC(=C(C=C12)NC(=O)[C@]12COC[C@@H]2C1)OC)C